trans-(3SR,4SR)-4-(2-pyridyldisulfanyl)tetrahydrofuran-3-ol N1=C(C=CC=C1)SS[C@@H]1[C@H](COC1)O |r|